2-[3-(hydroxymethyl)phenyl]acetonitrile OCC=1C=C(C=CC1)CC#N